C(C1=CC=CC=C1)OC1=NC(=CC=C1N1C(N(C2=C1C=CC(=C2)CC2=CC=C(C=C2)CC(=O)OC)C)=O)OCC2=CC=CC=C2 methyl 2-[4-[[1-(2,6-dibenzyloxy-3-pyridyl)-3-methyl-2-oxo-benzimidazol-5-yl]methyl]phenyl]acetate